C1(=CC=CC=C1)NC=1C=C2CCN(CC2=CC1)C(C)=O 1-(6-(Phenylamino)-3,4-dihydroisoquinolin-2(1H)-yl)ethan-1-one